Ethyl 1-ethyl-6-oxo-1,6-dihydropyridine-2-carboxylate C(C)N1C(=CC=CC1=O)C(=O)OCC